2-(3-bromophenyl)-5-(3-methoxy-2,2-dimethyl-3-oxopropoxy)-2-methylpentanoic acid BrC=1C=C(C=CC1)C(C(=O)O)(CCCOCC(C(=O)OC)(C)C)C